N1=CC(=CC=C1)NC(=O)[C@@H]1CC12CCN(CC2)C(=O)OC(C(F)(F)F)C(F)(F)F |r| 1,1,1,3,3,3-hexafluoropropan-2-yl (±)-1-(pyridin-3-ylcarbamoyl)-6-azaspiro[2.5]octane-6-carboxylate